2'H,4'H-spiro[cyclobutane-1,3'-pyrido[3,2-b][1,4]oxazine] O1C2=C(NC3(C1)CCC3)N=CC=C2